1,3,5-tris(isothiocyanatomethyl)-1,3,5-triazinane-2,4,6-trione N(=C=S)CN1C(N(C(N(C1=O)CN=C=S)=O)CN=C=S)=O